C1(CC1)N1C=C2C(=NN(C(C2=C(C1=O)OC)=O)C)N[C@H](C)C1=C(C(=CC=C1)C(F)(F)F)C (R)-6-cyclopropyl-8-methoxy-2-methyl-4-((1-(2-methyl-3-(trifluoromethyl)phenyl)ethyl)amino)-2,6-dihydropyrido[3,4-d]pyridazine-1,7-dione